FC1=C(C=CC=C1)C1=NC(=NC(=N1)NC=1C=NC=C(C1)F)NCC(C)C (2-fluorophenyl)-N2-(5-fluoropyridin-3-yl)-N4-Isobutyl-1,3,5-triazine-2,4-diamine